9-(1-(2-aminopyridin-3-yl)ethyl)-4-chloro-2-(((2R,7aS)-2-fluorotetrahydro-1H-pyrrolizin-7a(5H)-yl)methoxy)-8,9-dihydropyrimido[4,5-e][1,4]oxazepin-5(7H)-one NC1=NC=CC=C1C(C)N1CCOC(C2=C1N=C(N=C2Cl)OC[C@]21CCCN1C[C@@H](C2)F)=O